O=C1NC(CCC1N1C(C2=CC=C(C=C2C1)N1CC2(C1)CCN(CC2)C(=O)OC(C)(C)C)=O)=O tert-butyl 2-[2-(2,6-dioxo-3-piperidyl)-1-oxo-isoindolin-5-yl]-2,7-diazaspiro[3.5]nonane-7-carboxylate